trimethyl 1,3,5-cyclohexanetricarboxylate C1(CC(CC(C1)C(=O)OC)C(=O)OC)C(=O)OC